bis(4-amino-3-chlorophenyl)fluorene NC1=C(C=C(C=C1)C1=C(C=2CC3=CC=CC=C3C2C=C1)C1=CC(=C(C=C1)N)Cl)Cl